IC1=C(C(=O)NC2=CC=C(C=C2)C(F)(F)F)C=CC=C1 2-iodo-N-(4-trifluoromethylphenyl)benzamide